C1(=C(C=CC=C1)CN1CCN(CC1)C1=C(C=CC=C1)OC)C1=CC=CC=C1 1-(biphenyl-2-ylmethyl)-4-(2-methoxyphenyl)piperazine